C(C)(C)(C)OC(=O)NC1=C(N=C(S1)C1=C(C=CC=C1F)F)C(=O)NC=1C=NC2=CC=CC=C2C1N1C[C@H](CCC1)NC(OC(C)(C)C)=O tert-Butyl {(3S)-1-[3-({[5-[(tert-butoxycarbonyl)amino]-2-(2,6-difluorophenyl)-1,3-thiazol-4-yl]carbonyl}amino)quinolin-4-yl]piperidin-3-yl}carbamate